4-[4-Cyano-3-hydroxy-6-(2-fluoro-benzyl)-pyridin-2-yl]-4-oxo-butyric acid ethyl ester C(C)OC(CCC(=O)C1=NC(=CC(=C1O)C#N)CC1=C(C=CC=C1)F)=O